C(C)OC(=O)C1=NC(=C2N1C=C(N=C2)C)Br 1-bromo-6-methyl-imidazo[1,5-a]pyrazine-3-carboxylic acid ethyl ester